CS(=O)(=O)C1=CC(=NC=C1)N1CC2=CC(=CC=C2CC1)OC1=CC=C(C=C1)C(F)(F)F 2-(4-(methylsulfonyl)pyridin-2-yl)-7-(4-(trifluoro-methyl)phenoxy)-1,2,3,4-tetrahydroisoquinoline